tert-Butyl 5-(4-((tert-butoxycarbonyl(methyl)amino)methyl)-2-fluoro-6-methylphenyl)-1H-pyrazolo[4,3-d]pyrimidine-1-carboxylate C(C)(C)(C)OC(=O)N(C)CC1=CC(=C(C(=C1)C)C=1N=CC2=C(N1)C=NN2C(=O)OC(C)(C)C)F